methyl (E)-3-(2-ethoxyvinyl)-5-fluoro-4'-(1-methylpiperidin-4-yl)-[1,1'-biphenyl]-4-carboxylate C(C)O/C=C/C=1C=C(C=C(C1C(=O)OC)F)C1=CC=C(C=C1)C1CCN(CC1)C